1H-indole-4-formaldehyde N1C=CC=2C(=CC=CC12)C=O